6-(propan-2-yl)-4-{[4-(propan-2-yl)phenyl]amino}-2-(pyridin-4-yl)-5,6-dihydro-7H-pyrrolo[3,4-d]pyrimidin-7-one CC(C)N1C(C=2N=C(N=C(C2C1)NC1=CC=C(C=C1)C(C)C)C1=CC=NC=C1)=O